BrC1=CC(=C(C=C1)NC(CC1=CC=C(C=C1)OC(F)F)=O)I N-(4-bromo-2-iodophenyl)-2-(4-(difluoromethoxy)phenyl)acetamide